O=C1N(C[C@H](C1)CCC)C(C(=O)N)CC 2-((S)-2-oxo-4-propylpyrrolidin-1-yl)butanamide